tert-butyl 2-(1H-indol-5-yl)-3-(pyridin-4-yl)-6,7-dihydropyrazolo[1,5-a]pyrazine-5(4H)-carboxylate N1C=CC2=CC(=CC=C12)C1=NN2C(CN(CC2)C(=O)OC(C)(C)C)=C1C1=CC=NC=C1